(2RS)-2-[1-oxo-6-(2-phenylethynyl)isoindolin-2-yl]-2-phenyl-N-thiazol-2-yl-acetamide O=C1N(CC2=CC=C(C=C12)C#CC1=CC=CC=C1)[C@@H](C(=O)NC=1SC=CN1)C1=CC=CC=C1 |r|